O=C1NC=NC2=CC=C(C=C12)C(=O)OC methyl 4-oxo-3,4-dihydroquinazoline-6-carboxylate